ClC1=NC(=C(C=C1CC(C(=O)O)(F)F)F)Cl 2,6-dichloro-α,α,5-trifluoro-3-pyridinepropionic acid